ClC1=NC(=CC=2C1=C(N=NC2O)C)N2CCS(CC2)(=O)=O 4-(5-chloro-1-hydroxy-4-methylpyrido[3,4-d]pyridazin-7-yl)thiomorpholine 1,1-dioxide